ClC=1C=CC=2C3=C(C(C2C1)(C)C)C=CC1=C3OC3=C1C=CC=C3 9-chloro-7,7-dimethyl-7H-fluoreno[4,3-b]benzofuran